TRANS-2-(6-METHYLPYRIDIN-3-YL)CYCLOPROPANEBORONIC ACID CC1=CC=C(C=N1)[C@H]1[C@@H](C1)B(O)O